4-{4-[6-(2-methoxyethyl)-1,3-benzooxazol-2-yl]piperidin-1-yl}-1-methyl-2-oxo-1,2-dihydroquinoline-3-carbonitrile COCCC1=CC2=C(N=C(O2)C2CCN(CC2)C2=C(C(N(C3=CC=CC=C23)C)=O)C#N)C=C1